(Z)-3-(5-(3-chlorophenyl)-4H-1,2,4-triazol-3-yl)-N-phenylacrylamide ClC=1C=C(C=CC1)C=1NC(=NN1)\C=C/C(=O)NC1=CC=CC=C1